N,N-dimethyl-phenyldimethoxysilylpropylamine CN(C)CCC[Si](OC)(OC)C1=CC=CC=C1